6-fluoro-N-{[(3s,4r)-4-methyl-2-[6-methyl-3-(2H-1,2,3-triazol-2-yl)pyridine-2-carbonyl]-2-azabicyclo[3.1.1]hept-3-yl]methyl}-1,3-benzothiazol-2-amine FC1=CC2=C(N=C(S2)NC[C@H]2N(C3CC([C@H]2C)C3)C(=O)C3=NC(=CC=C3N3N=CC=N3)C)C=C1